3-(trifluoromethoxy)benzamido-5-(5-nitrothiophen-2-yl)methyleneaminothiophene-3,4-dicarboxylic acid FC(OC=1C=C(C(=O)NC=2SC(=C(C2C(=O)O)C(=O)O)N=CC=2SC(=CC2)[N+](=O)[O-])C=CC1)(F)F